palladium dicyclohexyl-[3,6-dimethoxy-2-(2,4,6-triisopropylphenyl)phenyl]phosphane C1(CCCCC1)P(C1=C(C(=CC=C1OC)OC)C1=C(C=C(C=C1C(C)C)C(C)C)C(C)C)C1CCCCC1.[Pd]